S1C2=C(C=C1)C=C(C=C2)C=2C=C1CN(CC1=CC2)C(=O)NC2=CNC1=CC=CC=C21 5-(benzo[b]thiophen-5-yl)-N-(1H-indol-3-yl)isoindoline-2-carboxamide